3-{3-chloro-7H-pyrrolo[2,3-c]pyridazin-7-yl}-N-methylpropanamide ClC1=CC2=C(N=N1)N(C=C2)CCC(=O)NC